C(=C)(C)C1=CC2=CC(=CC=C2C=C1)C(=C)C 2,7-diisopropenylnaphthalene